C1=NC2=C(N1[C@H]3[C@@H]([C@@H]([C@H](O3)COP(=O)(O)OP(=O)(NP(=O)(O)O)O)O)O)N=C(NC2=O)N guanosine 5'-[β,γ-imido]triphosphate